ClC1=CC=C(C=N1)CON=C(C#N)C#N 2-[((6-chloropyridin-3-yl)methoxy)imino]malononitrile